FS(C=1C=C(C=C(C1)C(F)(F)F)C1=NN(C=N1)\C=C(/C(=O)O)\C=1C=NC=NC1)(F)(F)(F)F (Z)-3-(3-(3-(pentafluorosulfanyl)-5-(trifluoromethyl)phenyl)-1H-1,2,4-triazol-1-yl)-2-(pyrimidin-5-yl)acrylic acid